FC1=CC=C(OC=2C=C3C=C(NC3=CC2)C(=O)OCC)C=C1 Ethyl 5-(4-fluorophenoxy)-1H-indole-2-carboxylate